ClC1=C2C(=NC=C1)NCC2(CC)C=2C=C(C=CC2)N2C(CN(CC2)CCCN2CCNCC2)=O 1-(3-{4-chloro-3-ethyl-1H-pyrrolo[2,3-b]pyridin-3-yl}phenyl)-4-[3-(piperazin-1-yl)propyl]piperazin-2-one